C(C)(C)(C)OC(=O)N1[C@H](CN(C[C@H]1C)C=1C2=C(N(C(N1)=O)C=1C(=NC=CC1C)C(C)C)N=C(C(=C2)F)Cl)C (M)-4-(7-chloro-6-fluoro-1-(2-isopropyl-4-methylpyridin-3-yl)-2-oxo-1,2-dihydropyrido[2,3-d]Pyrimidine-4-yl)-cis-2,6-dimethylpiperazine-1-carboxylic acid tert-butyl ester